C1N(CC12CNC2)CC=2C=CC(=NC2OC)C=2C(=C(C=CC2)C2=C(C(=NC=C2)C2=CC(=C(CN1CC3(C1)CNC(C3)=O)C=C2)OC)Cl)Cl 2-(4-(4-(3-(5-((2,6-Diazaspiro[3.3]heptan-2-yl)methyl)-6-methoxypyridin-2-yl)-2-chlorophenyl)-3-chloropyridin-2-yl)-2-methoxybenzyl)-2,6-diazaspiro[3.4]octan-7-one